FC1=C(C=CC=C1NS(=O)(=O)CCC)C=1N=C(SC1C1=CC=NC=C1)C1CCN(CC1)C(=O)OC(C)(C)C tert-butyl 4-{4-[2-fluoro-3-(propane-1-sulfonamido)phenyl]-5-(pyridin-4-yl)-1,3-thiazol-2-yl}piperidine-1-carboxylate